N-(4-((4-(3,5-dichlorophenyl)piperazin-1-yl)sulfonyl)phenyl)-2-(N-methylmethylsulfonamido)benzamide ClC=1C=C(C=C(C1)Cl)N1CCN(CC1)S(=O)(=O)C1=CC=C(C=C1)NC(C1=C(C=CC=C1)N(S(=O)(=O)C)C)=O